FC1C(C1)C(=O)NC=1N=C2N(C=C(C=C2)C2=C(C(=C(C=C2)C)F)CO)C1 2-fluoro-N-(6-(3-fluoro-2-(hydroxymethyl)-4-methylphenyl)imidazo[1,2-a]pyridin-2-yl)cyclopropane-1-carboxamide